tert-butyl 4-[7-(2,3-diamino-5,6-dimethyl-phenyl)-2-[[(2S)-1-methylpyrrolidin-2-yl]methoxy]-6,8-dihydro-5H-pyrido[3,4-d]pyrimidin-4-yl]piperazine-1-carboxylate NC1=C(C(=C(C=C1N)C)C)N1CC=2N=C(N=C(C2CC1)N1CCN(CC1)C(=O)OC(C)(C)C)OC[C@H]1N(CCC1)C